COC(C1=C(C=C(C(=C1)F)C1=CC=CC=2CN(COC21)C(C2=C(C=C(C=C2Cl)N2CC1(C2)CC(C1)(OC)OC)Cl)=O)N1C2COCC1CC2)=O 4-[3-[2,6-Dichloro-4-(6,6-dimethoxy-2-azaspiro[3.3]heptan-2-yl)benzoyl]-2,4-dihydro-1,3-benzoxazin-8-yl]-5-fluoro-2-(3-oxa-8-azabicyclo[3.2.1]oct-8-yl)benzoic acid methyl ester